(6-methyl-1H-indol-3-yl)methanone CC1=CC=C2C(=CNC2=C1)C=O